FC1=C(C=CC=C1)[B-](C1=C(C=CC=C1)F)(C1=C(C=CC=C1)F)C1=C(C=CC=C1)F.C1(=CC=CC=C1)[S+](C1=CC=CC=C1)C1=CC=CC=C1 triphenylsulfonium tetrakis(fluorophenyl)borate